1-(tert-butyl)-3-(4-(1-(5-chloro-2-cyanophenyl)ethyl)-3-oxo-3,4-dihydro-2H-benzo[b][1,4]oxazin-7-yl)urea C(C)(C)(C)NC(=O)NC=1C=CC2=C(OCC(N2C(C)C2=C(C=CC(=C2)Cl)C#N)=O)C1